O1CC[C@H]([C@H](CC1)O)O cis-oxepan-4,5-diol